methylenebis(2-methyl-cyclohexylidene)tetradecylamide C=C(C(=C1C(CCCC1)C)[NH-])CCCCCCCCCCCC=C1C(CCCC1)C